7-chloro-1-methyl-6-((4-(methylamino)pyrazolo[1,5-a]pyrazin-3-yl)oxy)-N-(3-(pyrrolidin-1-ylmethyl)-5-(trifluoromethyl)phenyl)-1H-imidazo[4,5-b]pyridin-2-amine ClC1=C2C(=NC=C1OC=1C=NN3C1C(=NC=C3)NC)N=C(N2C)NC2=CC(=CC(=C2)C(F)(F)F)CN2CCCC2